2-(methoxyimino)-8-(2-methyl-1,2,3,6-tetrahydropyridin-4-yl)-3-((1-methyl-1H-pyrazol-4-yl)methyl)-N-(1-methylcyclopropyl)-4-oxo-1,2,3,4-tetrahydroquinazoline-6-sulfonamide CON=C1NC2=C(C=C(C=C2C(N1CC=1C=NN(C1)C)=O)S(=O)(=O)NC1(CC1)C)C=1CC(NCC1)C